FC1=C(C(=O)N2CC3=CC=CC(=C3CC2)[C@H](CC(=O)O)C2=CC3=C(N(N=N3)C)C(=C2)OC)C=CC(=C1)OC (R)-3-[2-(2-fluoro-4-methoxybenzoyl)-1,2,3,4-tetrahydroisoquinolin-5-yl]-3-(7-methoxy-1-methyl-1H-benzo[d][1,2,3]triazol-5-yl)propionic acid